(R)-1-((7-cyano-2-(2,2'-dimethyl-3'-(4,5,6,7-tetrahydrooxazolo[4,5-c]pyridin-2-yl)-[1,1'-biphenyl]-3-yl)benzo[d]oxazol-5-yl)methyl)pyrrolidine-3-carboxylic acid C(#N)C1=CC(=CC=2N=C(OC21)C=2C(=C(C=CC2)C2=C(C(=CC=C2)C=2OC1=C(CNCC1)N2)C)C)CN2C[C@@H](CC2)C(=O)O